NC1=NC=CC=C1C1=NC=2C(=NC(=CC2)C2=CC=CC=C2)N1C=1C=CC(=NC1)NC(=O)C1=C(C=C(C(=O)O)C=C1)C 4-[[5-[2-(2-amino-3-pyridyl)-5-phenyl-imidazo[4,5-b]pyridin-3-yl]-2-pyridyl]carbamoyl]-3-methyl-benzoic acid